C12C(=CC(CC1)O2)C(=O)OC(C)(C)C Tert-Butyl 7-oxabicyclo[2.2.1]hept-2-ene-2-carboxylate